2-[3'-Hydroxymethyl-1-methyl-6-oxo-5-(pyrimidin-4-ylamino)-1,6-dihydro-[3,4']bipyridinyl-2'-yl]-3,4,6,7,8,9-hexahydro-2H-pyrazino[1,2-a]indol-1-one OCC=1C(=NC=CC1C1=CN(C(C(=C1)NC1=NC=NC=C1)=O)C)N1C(C=2N(C=3CCCCC3C2)CC1)=O